ClC1=C(C=C(C=C1)N(C(OC(C)(C)C)=O)C)C1=COCCCN1C=O tert-butyl (4-chloro-3-(4-formyl-4,5,6,7-tetrahydro-1,4-oxazepin-3-yl)phenyl)-(methyl)carbamate